tert-butyl (cis-3-amino-3-methylcyclobutyl)carbamate CC1(CC(C1)NC(=O)OC(C)(C)C)N